CC=1N=C2N(N=C(C=C2C)C=2C=C3C=CN(C(C3=CC2OC)=O)C2CCNCC2)C1 6-{2,8-dimethylimidazo[1,2-b]pyridazin-6-yl}-7-methoxy-2-(piperidin-4-yl)isoquinolin-1-one